BrC1=NN=C(N1C)Br 3,5-dibromo-4-methyl-1,2,4-triazole